4-[6-(6-Methylpyridin-2-yl)-1H,2H,3H-imidazo[1,2-a][1,3]diazol-5-yl]pyridin-2-amine CC1=CC=CC(=N1)C=1N=C2N(CCN2)C1C1=CC(=NC=C1)N